OC1=CC=C(OC2=CC(=CC=3N2C=NC3)C(=O)N)C=C1 5-(4-hydroxyphenoxy)imidazo[1,5-a]pyridine-7-carboxamide